NC=1N=C(SC1C(C1=CC=C(C=C1)OC)=O)N(C1=CC(=C(C=C1)F)F)[C@@H](C(=O)N)C (R)-2-(N-[4-Amino-5-(4-methoxybenzoyl)thiazol-2-yl]-3,4-difluoroanilino)propanamid